C(C)(C)(C)OC(=O)N[C@H](C(=O)N[C@@H]1C[C@@](N(CC1)C(=O)OC(C)(C)C)(C(=O)OCC1=CC=CC=C1)CCCCB1OC(C(O1)(C)C)(C)C)CC(C)C 2-benzyl 1-(tert-butyl) (2R,4S)-4-((S)-2-((tert-butoxycarbonyl)amino)-4-methylpentanamido)-2-(4-(4,4,5,5-tetramethyl-1,3,2-dioxaborolan-2-yl)butyl)piperidine-1,2-dicarboxylate